4-oxopentanoic acid isopentyl ester C(CC(C)C)OC(CCC(C)=O)=O